N-[4-(3-cyanophenyl)-5-(2,6-dimethyl-4-pyridyl)thiazol-2-yl]-3-morpholino-pyrrolidine-1-carboxamide C(#N)C=1C=C(C=CC1)C=1N=C(SC1C1=CC(=NC(=C1)C)C)NC(=O)N1CC(CC1)N1CCOCC1